ClC1=C(C(=CC=C1)[N+](=O)[O-])N1N=CC(=N1)C 2-(2-chloro-6-nitro-phenyl)-4-methyl-triazole